(S)-3-(4-(7'-chloro-2'-oxospiro[cyclopropane-1,3'-indoline]-1'-yl)phenyl)-2-(2-chloro-6-fluorobenzamido)propionic acid ClC=1C=CC=C2C3(C(N(C12)C1=CC=C(C=C1)C[C@@H](C(=O)O)NC(C1=C(C=CC=C1F)Cl)=O)=O)CC3